bistrifluoromethyl-sulfonamide FC(F)(F)N(S(=O)=O)C(F)(F)F